5-(1-(2,2-difluoroethyl)-1H-benzo[d][1,2,3]triazol-6-yl)-4-methoxy-N-(2-oxaspiro[3.5]nonan-7-yl)pyrrolo[2,1-f][1,2,4]triazin-7-d-2-amine FC(CN1N=NC2=C1C=C(C=C2)C=2C=C(N1N=C(N=C(C12)OC)NC1CCC2(COC2)CC1)[2H])F